BrC1=CC=C(C=C1)CCS(=O)(=O)F (E)-2-(4-bromophenyl)ethane-1-sulfonyl fluoride